2-(4-(2,6-dioxopiperidin-3-yl)phenoxy)-N-(((1r,4r)-4-((4-(4-((9-((1s,3s)-3-(2-phenylacetamido)cyclobutyl)-9H-purin-6-yl)amino)phenyl)piperazin-1-yl)methyl)cyclohexyl)methyl)acetamide O=C1NC(CCC1C1=CC=C(OCC(=O)NCC2CCC(CC2)CN2CCN(CC2)C2=CC=C(C=C2)NC2=C3N=CN(C3=NC=N2)C2CC(C2)NC(CC2=CC=CC=C2)=O)C=C1)=O